potassium (Z)-but-2-en-2-yltrifluoroborate C\C(=C/C)\[B-](F)(F)F.[K+]